C12C(CC(CC1C(=O)Cl)C2)C(=O)Cl norbornane-2,6-dicarboxylic acid chloride